(2S)-4-[3-(dimethylamino)propionyloxy]-1-(6-oxo-6-undecoxy-hexyl)pyrrolidine-2-carboxylic acid [5-(1-octylnonyloxy)-5-oxo-pentyl] ester C(CCCCCCC)C(CCCCCCCC)OC(CCCCOC(=O)[C@H]1N(CC(C1)OC(CCN(C)C)=O)CCCCCC(OCCCCCCCCCCC)=O)=O